trans-N-(4-Piperidinylmethylene)-2-(1-(phenylsulfonyl)indolin-5-yl)cyclopropylamine N1CCC(CC1)C=N[C@H]1[C@@H](C1)C=1C=C2CCN(C2=CC1)S(=O)(=O)C1=CC=CC=C1